tert-Butyl 4-(6-formylpyrazolo[1,5-a]pyrazine-4-yl)-1H-pyrazole-1-carboxylate C(=O)C=1N=C(C=2N(C1)N=CC2)C=2C=NN(C2)C(=O)OC(C)(C)C